ethyl (Z)-2-(amino(4-bromophenyl)methylene)-3-oxobutanoate N\C(=C(/C(=O)OCC)\C(C)=O)\C1=CC=C(C=C1)Br